BrC=1C=C(C(=NC1)N1CCC(CC1)(O)CC(=O)OC(C)(C)C)F tert-butyl 2-[1-(5-bromo-3-fluoro-pyridin-2-yl)-4-hydroxy-piperidin-4-yl]acetate